NC=1C2=C(N=CN1)N(C(=C2C2=CC(=C(C=C2)OC2=NC=C(C=C2)F)O)C2=CC=C(C=C2)NC(C(=C)C)=O)C N-(4-(4-amino-5-(4-((5-fluoropyridin-2-yl)oxy)-3-hydroxyphenyl)-7-methyl-7H-pyrrolo[2,3-d]pyrimidin-6-yl)phenyl)methacrylamide